CN1CCN(CC1)C1=CC(=C(C(=O)NC2=C3C=CC=NC3=CC=C2)C=C1)S(=O)(=O)C 4-(4-methylpiperazin-1-yl)-2-(methylsulfonyl)-N-(quinolin-5-yl)benzamide